C1(CC1)C1=NC(=CC=C1)[C@@H]1[C@H](C1)B1OC(C(O1)(C)C)(C)C 2-cyclopropyl-6-((1S,2S)-2-(4,4,5,5-tetramethyl-1,3,2-dioxaborolan-2-yl)cyclopropyl)pyridine